2,2,2-trifluoromethyldiazoethane FCC(C=[N+]=[N-])(CF)CF